FC1=C2C=CNC2=CC(=C1OC=1C=CC(=C(C1)N1N=C(C=C1OC)C(C)C=1C(=C(C=CC1)CCC(=O)O)F)F)F 3-[3-[1-[1-[5-[(4,6-difluoro-1H-indol-5-yl)oxy]-2-fluoro-phenyl]-5-methoxy-pyrazol-3-yl]ethyl]-2-fluoro-phenyl]propanoic acid